[Cl-].ClC1=C(C[P+](C2=CC=CC=C2)(C2=CC=CC=C2)C2=CC=CC=C2)C=CC=C1 (2-chlorobenzyl)triphenylphosphonium chloride